3-(isoquinolin-4-yl)-1-(5-methyl-2-(trifluoromethyl)pyridin-4-yl)-2-oxoimidazolidine-4-carbonitrile C1=NC=C(C2=CC=CC=C12)N1C(N(CC1C#N)C1=CC(=NC=C1C)C(F)(F)F)=O